bis(1,2,2,6,6-pentamethylpiperidyl) n-butyl-3,5-di-tert-butyl-4-hydroxybenzylmalonate C(CCC)C(C(=O)OC1C(N(C(CC1)(C)C)C)(C)C)(C(=O)OC1C(N(C(CC1)(C)C)C)(C)C)CC1=CC(=C(C(=C1)C(C)(C)C)O)C(C)(C)C